N4-(2-(2-hydroxyethyl)phenyl)-N2-(3-(methylsulfonamido)phenyl)thiophene-2,4-dicarboxamide OCCC1=C(C=CC=C1)NC(=O)C=1C=C(SC1)C(=O)NC1=CC(=CC=C1)NS(=O)(=O)C